ClC1=NC=CC2=CC=CC(=C12)COC=1C(=CC(=C(N)C1)F)OC 5-[(1-Chloroisoquinolin-8-yl)methoxy]-2-fluoro-4-methoxyaniline